(3-pyridyl)-ethylene N1=CC(=CC=C1)C=C